O=C1N(C(C=C1)=O)CCCCCC(=O)N[C@@H](C(C)C)C(N[C@@H](C)C(NC1=CC(=C(C=C1)CO)F)=O)=O 6-(2,5-dioxo-2,5-dihydro-1H-pyrrol-1-yl)-N-[(1S)-1-{[(1S)-1-{[3-fluoro-4-(hydroxymethyl)phenyl]carbamoyl}ethyl]carbamoyl}-2-methylpropyl]hexanamide